FC=1C=C2C(N(C=3N(C2=CC1)C(NN3)=S)CCCNC(CC3=CC=C(C=C3)NC(OC(C)(C)C)=O)=O)=O tert-Butyl (4-(2-((3-(7-fluoro-5-oxo-1-thioxo-1,2-dihydro-[1,2,4]triazolo[4,3-a]quinazolin-4(5H)-yl)propyl)amino)-2-oxoethyl)phenyl)carbamate